1-(2-(2-((3r,4r)-3-amino-4-fluoropiperidin-1-yl)-5,6-difluoro-1H-benzo[d]imidazol-1-yl)acetyl)-N,N-dimethylpiperidin-3-carboxamide N[C@@H]1CN(CC[C@H]1F)C1=NC2=C(N1CC(=O)N1CC(CCC1)C(=O)N(C)C)C=C(C(=C2)F)F